1-(2,4-Dichloro-phenyl)-4-ethyl-5-[4-(4-fluoro-but-1-ynyl)-phenyl]-1H-pyrazole-3-carboxylic acid morpholin-4-ylamide N1(CCOCC1)NC(=O)C1=NN(C(=C1CC)C1=CC=C(C=C1)C#CCCF)C1=C(C=C(C=C1)Cl)Cl